ClC=1C=C(C=NC1)C1=NC(=C2N=CN(C2=N1)C1[C@@H]([C@@H]([C@@]2(C[C@H]12)C(=O)NC)O)O)NCC1=NC=CC(=C1)C(F)(F)F (1S,2R,3S,5S)-4-(2-(5-chloropyridin-3-yl)-6-(((4-(trifluoromethyl)pyridin-2-yl)methyl)amino)-9H-purin-9-yl)-2,3-dihydroxyl-N-methylbicyclo[3.1.0]-hexane-1-formamide